sodium thiosulfate, hydrate O.S(=S)(=O)([O-])[O-].[Na+].[Na+]